N1N=C(C=C1)CC(=O)NCCNC(OC(C)(C)C)=O tert-butyl N-[2-[[2-(1H-pyrazol-3-yl)acetyl]amino]ethyl]carbamate